NC(C(=O)NC=1C=C(C=2N(C1)C(=C(N2)C)C)NCC2=C(C=CC=C2C)C)(C)C 2-Amino-N-(8-((2,6-dimethylbenzyl)amino)-2,3-dimethylimidazo[1,2-a]pyridin-6-yl)-2-methylpropanamide